1-(2-(4-(4-(1-(pentan-3-yl)-1H-pyrazol-4-yl)pyrazolo[1,5-a]pyrazin-6-yl)-1H-pyrazol-1-yl)ethyl)piperidin-4-ol CCC(CC)N1N=CC(=C1)C=1C=2N(C=C(N1)C=1C=NN(C1)CCN1CCC(CC1)O)N=CC2